NC1=C(C=C(C=C1)Br)C(=O)NCC(=O)OC.C(=C)[SiH](O[Si](C)(C)C)C vinyl tetramethyldisiloxane Methyl 2-[(2-amino-5-bromophenyl)formamido]acetate